Cl.C(C)OC1=C(OC[C@H]2CNCCO2)C=CC=C1 |r| Racemic-2-((2-ethoxyphenoxy)methyl)morpholine HCl